FC(S(=O)(=O)OC=1C=CC2=C(OCCCC2=O)C1)(F)F 5-oxo-2,3,4,5-tetrahydrobenzo[b]oxepin-8-yl trifluoromethanesulfonate